C(CCCCCCC)C(C(=O)O)CC(=O)O 2-n-octylsuccinic acid